4-methyl-3-(methylsulfonyl)-N-((2-phenyl-1,6-naphthyridin-7-yl)methyl)benzamide CC1=C(C=C(C(=O)NCC2=NC=C3C=CC(=NC3=C2)C2=CC=CC=C2)C=C1)S(=O)(=O)C